2-({[5-(2,5-Dichlorophenyl)-1,3-oxazol-2-yl]methyl}sulfanyl)-6-(trifluoromethyl)pyrimidin-4-amin ClC1=C(C=C(C=C1)Cl)C1=CN=C(O1)CSC1=NC(=CC(=N1)N)C(F)(F)F